FC(OC1=C(C=C(C=C1)SC1COC1)C1=NN(C=C1NC(=O)C=1C=NN2C1N=CC=C2)CCNC)F N-[3-[2-(difluoromethoxy)-5-(oxetan-3-ylsulfanyl)phenyl]-1-[2-(methylamino)ethyl]pyrazol-4-yl]pyrazolo[1,5-a]pyrimidine-3-carboxamide